7-(2-hydroxyethyl)-4-azaspiro[2.5]octane-4-carboxylic acid tert-butyl ester C(C)(C)(C)OC(=O)N1C2(CC2)CC(CC1)CCO